BrC=1C=CC=C2CN(NC(C12)=O)C(C1=C(C=C(C=C1Cl)C=1C=NN(C1)C)Cl)=O 8-Bromo-3-[2,6-dichloro-4-(1-methylpyrazol-4-yl)benzoyl]-2,4-dihydrophthalazin-1-one